N-(2-(5-(5-(2-cyclopentylethyl)-1,2,4-oxadiazol-3-yl)-1H-benzo[d]imidazol-1-yl)ethyl)-4-methylbenzamide C1(CCCC1)CCC1=NC(=NO1)C1=CC2=C(N(C=N2)CCNC(C2=CC=C(C=C2)C)=O)C=C1